CCCC(CCCCCCCCC(CCC)O)O hexadecane-4,13-diol